NC1=C2C(=NC=N1)N(N=C2C=2NC1=CC(=CC=C1C2Cl)C(=O)NCC)CC(F)(F)F 2-[4-Amino-1-(2,2,2-trifluoroethyl)-1H-pyrazolo[3,4-D]pyrimidin-3-yl]-3-chloro-N-ethyl-1H-indole-6-carboxamide